phenyl-2-(tert-butoxycarbonyl)aminopropionic acid C1(=CC=CC=C1)C(C(=O)O)(C)NC(=O)OC(C)(C)C